2-(3,5-Difluorophenyl)-N-[(2S)-1-hydroxypropan-2-yl]-3-oxo-6-[6-(trifluoromethyl)pyridin-3-yl]-2,3-dihydropyridazin-4-carboxamid FC=1C=C(C=C(C1)F)N1N=C(C=C(C1=O)C(=O)N[C@H](CO)C)C=1C=NC(=CC1)C(F)(F)F